C(C)C(CCC(C=C)(O)C)CCCC(CCCC(C)C)C 6-ethyl-3,10,14-trimethylpentadec-1-en-3-ol